(3S,4R,5R,6S)-1-{6-[(3'-fluoro-4-biphenylyl)methoxy]hexyl}-3,4,5,6-azepanetetrol FC=1C=C(C=CC1)C1=CC=C(C=C1)COCCCCCCN1C[C@@H]([C@H]([C@@H]([C@H](C1)O)O)O)O